P(O)(=O)(OP(=O)(O)OP(=O)(O)O)OC[C@@H]1[C@H]([C@H]([C@@H](O1)C1=CN(C(=O)NC1=O)C)O)O.COC1=NC=C(C=C1)C=1C(=NC=CC1)OC1=CC=C(C=C1)C(F)(F)F 2-methoxy-5-[2-[4-(trifluoromethyl)phenoxy]-3-pyridyl]pyridine N1-Methylpseudouridine-5'-Triphosphate